O1CCC12CCNCC2 1-oxa-7-aza-spiro[3.5]nonane